1-methyl-4-(4-(5-methylbenzo[d]oxazol-2-yl)piperidin-1-yl)-2-oxo-1,2-dihydroquinazoline-6-carbonitrile CN1C(N=C(C2=CC(=CC=C12)C#N)N1CCC(CC1)C=1OC2=C(N1)C=C(C=C2)C)=O